5-(4-(5-fluoroindolin-1-yl)pyrido[3,2-d]pyrimidin-6-yl)-1,3-dimethylpyridin-2(1H)-one FC=1C=C2CCN(C2=CC1)C=1C2=C(N=CN1)C=CC(=N2)C=2C=C(C(N(C2)C)=O)C